C(C)(C)(C)OC(N([C@H]1[C@@H](C1)C1=CC(=C(C=C1)F)F)CC1=CC=C(C=C1)CBr)=O (4-(bromomethyl)benzyl)((1R,2S)-2-(3,4-difluorophenyl)cyclopropyl)carbamic acid tert-butyl ester